ClCCC(=C(C1=CC=C(C=C1)O)C1=CC=C(OCCN2CCC(CC2)CN2CCN(CC2)C=2C=C3C(N(C(C3=CC2F)=O)C2C(NC(CC2)=O)=O)=O)C=C1)C1=CC=CC=C1 5-(4-((1-(2-(4-(4-chloro-1-(4-hydroxyphenyl)-2-phenylbut-1-en-1-yl)phenoxy)ethyl)piperidin-4-yl)methyl)piperazin-1-yl)-2-(2,6-dioxopiperidin-3-yl)-6-fluoroisoindoline-1,3-dione